ethyl 2-({6-[(1,3-benzothiazol-2-yl)amino]-5-methylpyridazin-3-yl}(methyl)amino)-5-[4-(phenoxymethyl)piperidin-1-yl]-1,3-thiazole-4-carboxylate S1C(=NC2=C1C=CC=C2)NC2=C(C=C(N=N2)N(C=2SC(=C(N2)C(=O)OCC)N2CCC(CC2)COC2=CC=CC=C2)C)C